CC1=C(C=NC=C1)SC1=CC=C(C(=O)OC)C=C1 methyl 4-[(4-methyl-3-pyridyl)sulfanyl]benzoate